FC1(C(N(C2=C(O1)C=C(C(=C2)C2=C(C(=C(C(=C2F)F)F)F)F)F)C(C(=O)O)CC)=O)F 2-(2,2,7-trifluoro-3-oxo-6-(perfluorophenyl)-2,3-dihydro-4H-benzo[b][1,4]oxazin-4-yl)butanoic acid